FC12CC(C1)(C2)CNCC=2C=CC=1N(C2)C=C(N1)CN1N=NC(=C1)C1=C2C=NN(C2=CC(=C1)I)C1OCCCC1 1-(3-fluorobicyclo[1.1.1]pentan-1-yl)-N-((2-((4-(6-iodo-1-(tetrahydro-2H-pyran-2-yl)-1H-indazol-4-yl)-1H-1,2,3-triazol-1-yl)methyl)imidazo[1,2-a]pyridin-6-yl)methyl)methylamine